O=C1N(C(CC1)=O)C(C(=O)[O-])CC=C1C2=C([Si](C3=C1C=CC(=C3)N(C)C)(C)C)C=C(C=C2)N(C)C 2,5-Dioxopyrrolidin-1-yl-4-(3,7-bis(dimethylamino)-5,5-dimethyldibenzo[b,e]silin-10(5H)-yliden)butanoat